1-(5-(2-(1,4-oxazepan-4-yl)ethyl)-8-hydroxy-2-(4-methoxyphenyl)-6-oxo-5,6-dihydropyrido[2,3-b]pyrazine-7-carboxamido)cyclohexane-1-carboxylic acid O1CCN(CCC1)CCN1C(C(=C(C=2C1=NC=C(N2)C2=CC=C(C=C2)OC)O)C(=O)NC2(CCCCC2)C(=O)O)=O